C(OCN1C(CCC2=CC=C(C=C12)CCN1CCN(CC1)C1=CC(=CC=2SC=CC21)F)=O)(OCC(F)(F)F)=O (7-(2-(4-(6-Fluorobenzo[b]thiophen-4-yl)piperazin-1-yl)ethyl)-2-oxo-3,4-dihydroquinolin-1(2H)-yl)methyl (2,2,2-trifluoroethyl) carbonate